[Y].C(N)(=O)C1=CC(=C(OCC=2C3=C(SC2C(=O)OCCN2CCOCC2)C=CC=C3Cl)C(=C1)F)F 2-Morpholinoethyl 3-((4-carbamoyl-2,6-difluorophenoxy)methyl)-4-chlorobenzo[b]thiophene-2-carboxylate yttrium